IC[C@H]1N(C[C@H](C1)CC(=O)OC)C(=O)OC(C)(C)C tert-butyl (2S,4R)-2-(iodomethyl)-4-(2-methoxy-2-oxo-ethyl)pyrrolidine-1-carboxylate